Heptacosa-9,12-dienoic acid C(CCCCCCCC=CCC=CCCCCCCCCCCCCCC)(=O)O